ethyl (3S)-3-[(tert-butoxycarbonyl)amino]-3-[4'-chloro-4-fluoro-2'-hydroxy-6'-methyl-5-(trifluoromethyl)-[1,1'-biphenyl]-3-yl]propanoate C(C)(C)(C)OC(=O)N[C@@H](CC(=O)OCC)C=1C=C(C=C(C1F)C(F)(F)F)C1=C(C=C(C=C1C)Cl)O